CC1=CN=C(S1)C1=CC(=CC2=C1OCC(N2)=O)C(=O)OC methyl 8-(5-methylthiazol-2-yl)-3-oxo-3,4-dihydro-2H-benzo[b][1,4]oxazine-6-carboxylate